1-(2-Methoxyethyl)azetidin-3-yl (8-amino-7-fluoro-6-(8-methyl-2,3-dihydro-1H-pyrido[2,3-b][1,4]oxazin-7-yl)isoquinolin-3-yl)carbamate NC=1C(=C(C=C2C=C(N=CC12)NC(OC1CN(C1)CCOC)=O)C1=C(C2=C(OCCN2)N=C1)C)F